methyl 4-chloro-5-(3-(2-oxopiperazin-1-yl)phenyl)-1H-pyrrolo[2,3-b]pyridine-3-carboxylate ClC1=C2C(=NC=C1C1=CC(=CC=C1)N1C(CNCC1)=O)NC=C2C(=O)OC